5-bromo-2,3-dihydrofuro[3,2-b]Pyridine BrC1=CC=C2C(=N1)CCO2